5-fluoro-3-methylisobenzofuran FC1=CC2=C(OC=C2C=C1)C